1-p-methoxystyryl-6,7-dimethoxyisochroman COC1=CC=C(C=CC2OCCC3=CC(=C(C=C23)OC)OC)C=C1